BrC=1C(=CC(=C(C1)C(C)=O)O)F 1-(5-bromo-4-fluoro-2-hydroxyphenyl)-1-ethanone